C(=O)O.C1(CC1)C(=O)N cyclopropane-1-carboxamide, formate salt